OC1=C(C=C(C(=C1)N)O)N (l)-2,5-dihydroxy-p-phenylenediamine